4-fluoro-6-formyl-1-methyl-N-[4-(trifluoromethoxy)phenyl]indazole-3-carboxamide FC1=C2C(=NN(C2=CC(=C1)C=O)C)C(=O)NC1=CC=C(C=C1)OC(F)(F)F